(S)-(5-((2-amino-2,4-dimethylpentyl)oxy)-5'-fluoro-6-methyl-[2,4'-bipyridyl]-2'-yl)carbamic acid methyl ester COC(NC1=NC=C(C(=C1)C1=NC(=C(C=C1)OC[C@@](CC(C)C)(C)N)C)F)=O